FC(C1=NN=C(O1)C1=CC(=C(CN(S(=O)(=O)CC)C2=CC(=CC=C2)CN2CCS(CC2)(=O)=O)C=C1)F)F N-(4-(5-(difluoromethyl)-1,3,4-oxadiazol-2-yl)-2-fluorobenzyl)-N-(3-((1,1-dioxidothiomorpholino)methyl)phenyl)ethanesulfonamide